(S)-6-((3-(1-([1,1'-biphenyl]-4-yl)-2-oxo-1,2-dihydro-3H-imidazo[4,5-b]pyridin-3-yl)pyrrolidin-1-yl)methyl)nicotinic acid methyl ester COC(C1=CN=C(C=C1)CN1C[C@H](CC1)N1C(N(C=2C1=NC=CC2)C2=CC=C(C=C2)C2=CC=CC=C2)=O)=O